C(=O)(O)C(O)C(O)C(=O)[O-].[Na+] sodium hydrogen tartrate